5-(2-Fluoro-6-methoxyphenyl)-7-methyl-3-(4-morpholinophenyl)-1H-pyrazolo[4,3-c]pyridazin-6(5H)-on FC1=C(C(=CC=C1)OC)N1N=C2C(=C(C1=O)C)NN=C2C2=CC=C(C=C2)N2CCOCC2